ClC1=C(C=C(CN2C(=NC=3N(C(N(C(C23)=O)CCCO)=O)C(C)C)C2(CCC(CC2)(F)F)F)C=C1)F 7-(4-chloro-3-fluorobenzyl)-1-(3-hydroxypropyl)-3-isopropyl-8-(1,4,4-trifluorocyclohexyl)-3,7-dihydro-1H-purine-2,6-dione